2-(2-(cyclopropanesulfonamido)-5-methylthiazol-4-yl)-2-methyl-N-(5-(6-(trifluoromethyl)pyrazin-2-yl)pyridin-2-yl)propanamide C1(CC1)S(=O)(=O)NC=1SC(=C(N1)C(C(=O)NC1=NC=C(C=C1)C1=NC(=CN=C1)C(F)(F)F)(C)C)C